6-(1-((1H-Indol-4-yl)methyl)-3-(methylcarbamoyl)-1H-Pyrazole-5-carboxamido)-3-azabicyclo[3.1.0]Hexane-3-carboxylic acid tert-butyl ester C(C)(C)(C)OC(=O)N1CC2C(C2C1)NC(=O)C1=CC(=NN1CC1=C2C=CNC2=CC=C1)C(NC)=O